4-((hydroxyamino)methyl)-N-phenylaniline ONCC1=CC=C(NC2=CC=CC=C2)C=C1